2-((R)-pyrrolidine-2-carboxamido)hexanoic acid cyclohexyl ester C1(CCCCC1)OC(C(CCCC)NC(=O)[C@@H]1NCCC1)=O